(S)-tert-butyl 4-(methyl (1-methyl-1H-indazol-6-yl) carbamoyl)-3-(6-methyl-4-(trifluoromethyl) pyridin-2-yl)-2-oxoimidazolidine-1-carboxylate CN(C(=O)[C@H]1N(C(N(C1)C(=O)OC(C)(C)C)=O)C1=NC(=CC(=C1)C(F)(F)F)C)C1=CC=C2C=NN(C2=C1)C